COC1=C(OC2=CN=C(NC2)C2=NC=CC=N2)C=CC=C1 5-(2-methoxy-phenoxy)-1H-[2,2']bipyrimidinyl